ClC1=NC=C2C=C(N=C(C2=C1)NC(C)C)CCO 2-(7-chloro-1-(isopropylamino)-2,6-naphthyridin-3-yl)ethanol